CC1=NC(=CC(=C1)C=1NC2=CC=C(C=C2C1C(C)C)C1CCC(CC1)N)C 4-(2-(2,6-Dimethylpyridin-4-yl)-3-isopropyl-1H-indol-5-yl)cyclohexan-1-amin